5-Chloro-2-methoxy-N-(5-(2-methoxy-6-(trifluoromethyl)nicotinoyl)-5,6-dihydro-4H-pyrrolo[3,4-d]thiazol-2-yl)6'-methyl-[3,4'-bipyridine]-3'-carboxamide ClC=1C=C(C(=NC1)OC)C1=C(C=NC(=C1)C)C(=O)NC=1SC2=C(N1)CN(C2)C(C2=C(N=C(C=C2)C(F)(F)F)OC)=O